2-(5-(tributylstannyl)thiazol-2-yl)propan-2-ol C(CCC)[Sn](C1=CN=C(S1)C(C)(C)O)(CCCC)CCCC